FC(C1N(CCCC1)C1=CC=CC(N1)=O)(F)F 6-(2-(trifluoromethyl)piperidin-1-yl)pyridin-2(1H)-one